1-amyl-3-methylimidazolium C(CCCC)N1C=[N+](C=C1)C